[1,2]Oxaborole-3-carboxylic acid O1B=C(C=C1)C(=O)O